2-methyl-2-benzyl-1,3-dioxolane CC1(OCCO1)CC1=CC=CC=C1